N-(((1r,4S)-4-aminocyclohexyl)methyl)-4-((2S,6S)-2,6-dimethylmorpholino)-3-fluoroaniline NC1CCC(CC1)CNC1=CC(=C(C=C1)N1C[C@@H](O[C@H](C1)C)C)F